C(C)(C)(C)OC(NC=1SC(=NN1)COC)=O tert-butyl[5-(methoxymethyl)-1,3,4-thiadiazol-2-yl]carbamate